COC=1C=C2C=3C=CN=C(C3NC2=CC1)C=1C2=CC=CC=C2C=2C=CC=CC2C1 6-Methoxy-1-phenanthren-9-yl-9H-b-carboline